3-(naphthalen-2-yl)-6-phenyl-1-tolyl-1,6-dihydropyridazine C1=C(C=CC2=CC=CC=C12)C1=NN(C(C=C1)C1=CC=CC=C1)C1=C(C=CC=C1)C